N-{7-(benzyloxy)-8-fluorochroman-4-yl}acrylamide C(C1=CC=CC=C1)OC1=CC=C2C(CCOC2=C1F)NC(C=C)=O